(2-(Difluoromethylidene)tetrahydro-1H-pyrrolizin-7a(5H)-yl)methanol FC(=C1CC2(CCCN2C1)CO)F